FC=1C(=NC(=NC1)NC1=CC=C(C=C1)N1CCC(CC1)N1CCN(CC1)C)N1OCCC1C1=CC=CC=C1 5-fluoro-N-(4-(4-(4-methylpiperazin-1-yl)piperidin-1-yl)phenyl)-4-(3-phenylisoxazolidine-2-yl)pyrimidin-2-amine